COC1=CC=C(C=C1)COC=1CCC2N(CC(NC2)=O)C1 7-[(4-methoxyphenyl)methoxy]-1,2,4,8,9,9a-hexahydropyrido[1,2-a]pyrazin-3-one